Cl.NC1=CC=C2C(=NN(C2=C1)CC1=C(C#N)C=CC=C1C)C 2-[(6-amino-3-methyl-1H-indazol-1-yl)methyl]-3-methylbenzonitrile hydrochloride